COC1CC(C1)(O)C1=CC=2C(=NC(=CC2)C2=CC=3C(N=C2)=NN(C3)C)S1 cis-3-methoxy-1-(6-(2-methyl-2H-pyrazolo[3,4-b]pyridin-5-yl)thieno[2,3-b]pyridin-2-yl)cyclobutanol